3-(5,7-dichloro-2,3-dihydrobenzofuran-2-yl)benzonitrile ClC=1C=C(C2=C(CC(O2)C=2C=C(C#N)C=CC2)C1)Cl